C(#N)C(C)(C)C=1C=C(C(=O)N[C@@H](C)C=2N(N=CN2)C=2SC(=CN2)C#N)C=C(C1)C(F)(F)F 3-(1-cyano-1-methyl-ethyl)-N-[(1S)-1-[2-(5-cyanothiazol-2-yl)-1,2,4-triazol-3-yl]ethyl]-5-(trifluoromethyl)benzamide